FC1(CCC(C2=CC=C(C=C12)F)=NO)F 4,4,6-trifluorotetralin-1-one oxime